Cyanato-methyl-cyclohexane O(C#N)C1(CCCCC1)C